ClC=1C(=C(C=CC1)NC1=C(C(=O)O)C=CC=C1)OCC1CCC1 2-((3-chloro-2-(cyclobutylmethoxy)phenyl)amino)benzoic acid